Cl.NC1=NC(=C(C(=N1)O)N)O 2,5-diamino-4,6-dihydroxypyrimidine hydrochloride salt